CC(C(=NO)C)=NO.CC(C(=NO)C)=NO.[Co] cobalt bisdimethylglyoxime